OC=1C=C2CC(C(C2=CC1)=O)=CC1=CC(=CC=C1)C(F)(F)F 5-hydroxy-2-(3-(trifluoromethyl)benzylidene)-2,3-dihydro-1H-inden-1-one